5-amino-1-(2-chlorobenzyl)-1H-1,2,3-triazole-4-carboxamide NC1=C(N=NN1CC1=C(C=CC=C1)Cl)C(=O)N